(R)-(6-(2-methylpyrrolidin-1-yl)-1-oxo-2,3-dihydro-1H-pyrrolo[3,4-c]pyridin-4-yl) methylsulfonate CS(=O)(=O)OC1=NC(=CC2=C1CNC2=O)N2[C@@H](CCC2)C